N(=[N+]=[N-])[C@@H]1[C@@H](COCC1)NC=1N=CC2=C(N1)C=NC(=C2)C2=C(C(=CC(=C2Cl)OC)OC)Cl N-((3S,4S)-4-azidotetrahydro-2H-pyran-3-yl)-6-(2,6-dichloro-3,5-dimethoxyphenyl)pyrido[3,4-d]pyrimidine-2-amine